CCCCCCCCCCC(C(C(C(C(C(F)(F)F)(F)F)(F)F)(F)F)(F)F)(F)F 1-(perfluoro-n-hexyl)decane